[2-(4-cyclopropyl-6-methoxy-pyrimidin-5-yl)-4-[[4-[1-methyl-4-(trifluoromethyl)imidazol-2-yl]phenyl]methoxy]-7H-pyrrolo[2,3-d]pyrimidin-5-yl]methanamine C1(CC1)C1=NC=NC(=C1C=1N=C(C2=C(N1)NC=C2CN)OCC2=CC=C(C=C2)C=2N(C=C(N2)C(F)(F)F)C)OC